[Cr].[Re].CN(C=1C=C(\C=N\NC(=O)C2=NC(=CN=C2)C2=CC=C(C=C2)OC)C=CC1)C (E)-N'-(3-(dimethylamino)benzylidene)-6-(4-methoxyphenyl)pyrazine-2-carbohydrazide rhenium-chromium